4-[(4-bromophenyl)methyl]oxan-4-ol BrC1=CC=C(C=C1)CC1(CCOCC1)O